C=CC=CCC#CC(C)=O 8-nonadien-6-ynoaldehyde